C(#N)N(C1=CC=C(C=C1)N1CCN(CC1)C(=O)OC(C)(C)C)CCC(=O)OCC tert-butyl 4-[4-[cyano-(3-ethoxy-3-oxo-propyl)amino]phenyl]piperazine-1-carboxylate